ethyl 2-{3-[(1,3-benzothiazol-2-yl) amino]-6-methyl-5H,6H,7H-pyrrolo[2,3-C]pyridazin-7-yl}-1,3-thiazole-4-carboxylate S1C(=NC2=C1C=CC=C2)NC2=CC1=C(N=N2)N(C(C1)C)C=1SC=C(N1)C(=O)OCC